FC(CN=C=O)(CN=C=O)F 2,2-difluoro-1,3-diisocyanatopropane